COC=1C=C2C(=CC(=NC2=CC1OC)C1=CC=C(C=C1)OC)NCCCN(C)C N1-(6,7-dimethoxy-2-(4-methoxyphenyl)quinolin-4-yl)-N3,N3-dimethylpropane-1,3-diamine